5-Cyclopropoxy-N-(5-methyl-1-(tetrahydro-2H-pyran-2-yl)-1H-pyrazol-3-yl)-6-(1-methyl-1H-pyrazol-4-yl)-2-(methylsulfanyl)-N-((2-(trimethylsilyl)ethoxy)methyl)pyrimidin-4-amine C1(CC1)OC=1C(=NC(=NC1C=1C=NN(C1)C)SC)N(COCC[Si](C)(C)C)C1=NN(C(=C1)C)C1OCCCC1